4-chloro-N-(3-ethyl-6-methoxybenzo[d]isoxazol-5-yl)benzenesulfonamide ClC1=CC=C(C=C1)S(=O)(=O)NC=1C(=CC2=C(C(=NO2)CC)C1)OC